C1N(CC12CCCCC2)C2=NC1=C(C=C(C=C1C(N2C)=O)C)Br 2-(2-azaspiro[3.5]nonan-2-yl)-8-bromo-3,6-dimethyl-quinazolin-4-one